NC1=C(C(=O)O)C=C(C=N1)C1=CC2=CN(N=C2C=C1)C1CN(CC1)C1CCC(CC1)(F)F 2-amino-5-(2-(1-(4,4-difluorocyclohexyl)pyrrolidin-3-yl)-2H-indazol-5-yl)nicotinic acid